ClC1=CC=2N(N=C1CCl)C=C(N2)[C@H](C2CCC(CC2)(F)F)NC(OCC2=CC=CC=C2)=O benzyl (S)-((7-chloro-6-(chloromethyl)imidazo[1,2-b]pyridazin-2-yl)(4,4-difluorocyclohexyl)methyl)carbamate